OC(C)(C)[C@H]1N(CCN(C1)C(=O)OC(C)(C)C)C(=O)OC(C)(C)C di-tert-butyl (2S)-2-(1-hydroxy-1-methyl-ethyl)piperazine-1,4-dicarboxylate